cyclopenta[f][1,2,4]triazolo[4,3-a]quinoxaline N1=NCN2C1=CN=C1C=3C(=CC=C21)C=CC3